N-(1-cyclopropyl-3-methoxy-1H-pyrazol-4-yl)-2-(1H-pyrazol-4-yl)-1,3-thiazole-4-carboxamide C1(CC1)N1N=C(C(=C1)NC(=O)C=1N=C(SC1)C=1C=NNC1)OC